FC(COC=1C=C(C=CC1F)CC(=O)C1=C(C=CC=C1)C(C)C)(C(C)(C)C)F (3-(2,2-difluoro-3,3-dimethylbutoxy)-4-fluorophenyl)-1-(2-isopropylphenyl)ethan-1-one